2-(1H-benzo[d]imidazol-2-yl)-3-(2,5-dimethyl-1-(4-methylthiophene-3-yl)-1H-pyrrol-3-yl)acrylonitrile N1C(=NC2=C1C=CC=C2)C(C#N)=CC2=C(N(C(=C2)C)C2=CSC=C2C)C